5-(chloromethyl)-3-(pyridin-2-yl)isoxazole ClCC1=CC(=NO1)C1=NC=CC=C1